N-(5-cyano-6-(2H-1,2,3-triazol-2-yl)pyridin-3-yl)-1-(2,3-dimethylpyridin-4-yl)-5-(trifluoromethyl)-1H-pyrazole-4-carboxamide C(#N)C=1C=C(C=NC1N1N=CC=N1)NC(=O)C=1C=NN(C1C(F)(F)F)C1=C(C(=NC=C1)C)C